benzyl((benzyloxy)carbonyl)-L-threoninate C(C1=CC=CC=C1)N([C@@H]([C@H](O)C)C(=O)[O-])C(=O)OCC1=CC=CC=C1